ClC=1N=C(C2=C(N1)N=C(C(=C2)F)C2=C(C=CC=C2OC)F)Cl 2,4-dichloro-6-fluoro-7-(2-fluoro-6-methoxyphenyl)pyrido[2,3-d]pyrimidine